N,N-ditetradecylamine C(CCCCCCCCCCCCC)NCCCCCCCCCCCCCC